COC1=CC=CC=C1CC=1C=CC(=NC1C(F)(F)F)C(=O)N 6-methoxy-5-Benzyl-(6-(trifluoromethyl)pyridinecarboxamide)